ClC1=CC(=CC=2C=3N(CCOC21)C=NC3)C(=O)NC3=C(C=C(C=C3)CC(F)(F)F)C 8-Chloro-N-(2-methyl-4-(2,2,2-trifluoroethyl)phenyl)-5,6-dihydrobenzo[f]imidazo[1,5-d][1,4]oxazepine-10-carboxamide